5,6-dichloro-2-(2-fluoro-pyridin-4-yl)-pyrimidin-4-ol ClC=1C(=NC(=NC1Cl)C1=CC(=NC=C1)F)O